N\C(=C/C(=O)OCC)\[C@H](C(C)C)NC(=O)OC(C)(C)C ethyl (S,Z)-3-amino-4-((tert-butoxycarbonyl)amino)-5-methylhex-2-enoate